C1(=CC=CC=C1)C#CC=1C=C(C=CC1)O 3-(phenylethynyl)phenol